C(C)(C)(C)OC(=O)N1CC(CC1)CN1C=C(C2=C1N=CN=C2Cl)I 3-((4-chloro-5-iodo-7H-pyrrolo[2,3-d]pyrimidin-7-yl)methyl)pyrrolidine-1-carboxylic acid tert-butyl ester